[Br-].CO[Si](CCCOC1=C(C=C(C=C1)O)[P+](C1=CC=CC=C1)(C1=CC=CC=C1)C1=CC=CC=C1)(C)C (2-[3-(methoxydimethylsilyl)propoxy]-5-hydroxyphenyl)triphenylphosphonium bromide